4-[(5-chloropyridin-3-yl)oxy]-7-trifluoromethanesulfonyl-1H-indazole ClC=1C=C(C=NC1)OC1=C2C=NNC2=C(C=C1)S(=O)(=O)C(F)(F)F